C(C)(C)(C)N(C(O)=O)CC1=C(C=C(C=C1)C1=NC=NN2C1=CC(=C2)Br)C.C(C2=CC(OC)=C(O)C=C2)CCC2=CC(OC)=C(O)C=C2 di-vanillyl-methane tert-butyl-4-(6-bromopyrrolo[2,1-f][1,2,4]triazin-4-yl)-2-methylbenzylcarbamate